2-(3,4-bis(benzyloxy)-5-methoxy-2-methylphenyl)-5-methoxy-1H-benzo[d]imidazole C(C1=CC=CC=C1)OC=1C(=C(C=C(C1OCC1=CC=CC=C1)OC)C1=NC2=C(N1)C=CC(=C2)OC)C